6-((2-aminophenyl)amino)-3,4-dihydroquinazolin-2(1H)-one NC1=C(C=CC=C1)NC=1C=C2CNC(NC2=CC1)=O